monocarbene gold(I) C=[Au-]